3-ethoxyphenoxyethanol C(C)OC=1C=C(OC(C)O)C=CC1